[Mn].[Sr].[Bi] bismuth-strontium-manganese